3-(thiophen-2-yl)phenyl(benzyl)carbamate S1C(=CC=C1)C=1C=C(C=CC1)N(C([O-])=O)CC1=CC=CC=C1